ClC1=CC=C(OC2=CC=C(C(=O)N3CCN(CC3)C3=CC=C(N=N3)N)C=C2)C=C1 6-{4-[4-(4-chlorophenoxy)benzoyl]piperazin-1-yl}pyridazin-3-amine